COCCCOC1=C(C(=NC=C1)C)C 4-(3-Methoxypropoxy)-2,3-dimethylpyridine